CCC(=O)O 2-ethanecarboxylic acid